ClCC(=O)[C@@H]1C(C12CCN(CC2)S(=O)(=O)N=CN(C)C)(F)F (2R)-2-(chloroacetyl)-N-[(dimethylamino)methylene]-1,1-difluoro-6-azaspiro[2.5]octane-6-sulfonamide